3-((1H-indazol-4-yl)methyl)-7-(3-methoxybenzyl)-5-methyl-3,5-dihydro-4H-pyridazino[4,5-b]indol-4-one N1N=CC2=C(C=CC=C12)CN1N=CC2=C(N(C=3C=C(C=CC23)CC2=CC(=CC=C2)OC)C)C1=O